1,3,5-tris(4-hydroxybenzylthio)benzene [(Z)-hex-3-enyl](Z)-2-methylbut-2-enoate C(C\C=C/CC)OC(\C(=C/C)\C)=O.OC1=CC=C(CSC2=CC(=CC(=C2)SCC2=CC=C(C=C2)O)SCC2=CC=C(C=C2)O)C=C1